(5R,8S)-N-(3-bromophenyl)-1-fluoro-6,7,8,9-tetrahydro-5H-5,8-epiminocyclohepta[c]-pyridine-10-carboxamide BrC=1C=C(C=CC1)NC(=O)N1[C@@H]2CC[C@H]1CC=1C(=NC=CC12)F